(1S,4R)-9-(dichloromethylene)-1,2,3,4-tetrahydro-1,4-methanonaphthalene ClC(=C1[C@H]2CC[C@@H]1C1=CC=CC=C21)Cl